2-(methoxymethyl)azetidin COCC1NCC1